CN1N=CC=C1[C@@H]1[C@@H](CN(C1)CCCOC1=CC2=CC=CC=C2C=C1)CC(=O)N.[N] nitrogen [(3S,4R)-4-(1-methyl-1H-pyrazol-5-yl)-1-[3-(2-naphthoxy)propyl]-3-pyrrolidinyl]acetamide